ClC=1C=NC(=NC1)OC1=C(C=CC=C1)C1=CC=C(C=C1)OC(F)(F)F 5-chloro-2-[[4'-(trifluoromethoxy)[1,1'-biphenyl]-2-yl]oxy]pyrimidine